1,4-bis(hydroxyethyl)-terephthalate OCCC1(C(=O)[O-])C=CC(C(=O)[O-])(C=C1)CCO